N1C=CC=2C1=NC=C(C2)OC2=C(C(=O)OC)C=CC(=C2)N2C[C@H](NCC2)C (R)-Methyl 2-((1H-pyrrolo[2,3-b]pyridin-5-yl)oxy)-4-(3-methylpiperazin-1-yl)benzoate